(S)-3-methyl-2-(methylamino)butanamide CC([C@@H](C(=O)N)NC)C